1,2,4-trimethyl-{pseudocumene} CC1(C)C(C)(CC(C)(C=C1)C)C